1,10-Decandiamin C(CCCCCCCCCN)N